ClC1=CC(=CC=2C3=CC=CC=C3N(C12)C1=CC=CC=C1)Cl 1,3-dichloro-9-phenyl-9H-carbazole